ClC1=CC=C(C=C1)C1=NN(CC1C1=CC=CC=C1)C1=NN(C(N1C)=O)C1=CC=C(C=C1)CN1CCOCC1 3-[(4-chlorophenyl)-4-phenyl-4,5-dihydro-1H-pyrazol-1-yl]-4-methyl-1-[4-[(morpholin-4-yl)methyl]phenyl]-4,5-dihydro-1H-1,2,4-triazol-5-one